tert-butyl 6-((2,6-dioxopiperidin-3-yl)amino)-5-fluoro-2H-spiro[benzofuran-3,4'-piperidine]-1'-carboxylate O=C1NC(CCC1NC1=CC2=C(C=C1F)C1(CCN(CC1)C(=O)OC(C)(C)C)CO2)=O